Dodecylether C(CCCCCCCCCCC)OCCCCCCCCCCCC